4-((5-chloro-4-(1-isopropyl-1H-pyrazol-4-yl)pyrimidin-2-yl)amino)-N-(3-cyano-4-fluorophenyl)-3-methoxybenzamide ClC=1C(=NC(=NC1)NC1=C(C=C(C(=O)NC2=CC(=C(C=C2)F)C#N)C=C1)OC)C=1C=NN(C1)C(C)C